6-aminopyrimidin NC1=CC=NC=N1